NC1=C2C(=NC=N1)N(N=C2C2=CC=C1C=C(NC1=C2)C(=O)NC2=NN(C=C2)CCOC)C(C)(C)C 6-(4-amino-1-tert-butyl-pyrazolo[3,4-d]pyrimidin-3-yl)-N-[1-(2-methoxyethyl)pyrazol-3-yl]-1H-indole-2-carboxamide